8-((4-((cyclobutylmethyl)(3-(difluoromethoxy)-4-methylphenyl)amino)cyclohexyl)(methyl)amino)-5-methyl-6-oxo-5,6-dihydro-1,5-naphthyridine-2,7-dicarbonitrile C1(CCC1)CN(C1CCC(CC1)N(C1=C(C(N(C=2C=CC(=NC12)C#N)C)=O)C#N)C)C1=CC(=C(C=C1)C)OC(F)F